2-chloro-4-methoxy-5-(1-(1-methylpyrrolidin-3-yl)-1H-pyrazol-4-yl)pyridine ClC1=NC=C(C(=C1)OC)C=1C=NN(C1)C1CN(CC1)C